(E)-5-(2,4-dioxoimidazolidin-1-yl)-N-(2-(4-fluoro-3-isobutoxyphenyl)propan-2-yl)pent-3-ene-1-sulfonamide O=C1N(CC(N1)=O)C/C=C/CCS(=O)(=O)NC(C)(C)C1=CC(=C(C=C1)F)OCC(C)C